N1(CCCCCC1)C(=O)C1=C(C2=CC=CC=C2C=C1)C=1C(=CC=C2C=CC=CC12)C(=O)O (S)-2'-(azepane-1-carbonyl)-[1,1'-binaphthyl]-2-carboxylic acid